1-ethyl-9,10-bis(n-hexanoyloxy)anthracene C(C)C1=CC=CC2=C(C3=CC=CC=C3C(=C12)OC(CCCCC)=O)OC(CCCCC)=O